3-(2-((3-((3-(2,5-dioxo-2,5-dihydro-1H-pyrrol-1-yl)propanamido)methyl)-1-(2,5,8,11,14,17,20,23,26,29,32,35-dodecaoxaoctatriacontan-38-oyl)azetidin-3-yl)oxy)acetamido)propanoic acid O=C1N(C(C=C1)=O)CCC(=O)NCC1(CN(C1)C(CCOCCOCCOCCOCCOCCOCCOCCOCCOCCOCCOCCOC)=O)OCC(=O)NCCC(=O)O